(R)-2-acetylpyrrolidine-1-carboxylic acid tert-butyl ester C(C)(C)(C)OC(=O)N1[C@H](CCC1)C(C)=O